5-(benzofuran-2-yl)-1-methyl-1H-pyrazole O1C(=CC2=C1C=CC=C2)C2=CC=NN2C